C(C=C)N1C(C(CC1)(O)C#CC1=CC(=CC=C1)C=1C=CC=2N=C(N=C(C2N1)N)C)=O 1-allyl-3-((3-(4-amino-2-methylpyrido[3,2-d]pyrimidin-6-yl)phenyl)ethynyl)-3-hydroxypyrrolidin-2-one